FC(C)(F)C1=CC(=C(C(=C1)C)N1N=C2N=C(NC(C2=C1)=O)[C@@H]1[C@H](C1)F)C 2-[4-(1,1-difluoroethyl)-2,6-dimethylphenyl]-6-[(1R,2S)-2-fluorocyclopropyl]-2,5-dihydro-4H-pyrazolo[3,4-d]pyrimidin-4-one